COC(=O)C1=NC(=NC(=C1OC)N)C1=CC(=C(C=C1)Br)F 6-amino-2-(4-bromo-3-fluorophenyl)-5-methoxypyrimidine-4-carboxylic acid methyl ester